N[C@H]1C2N(CC1CC2)C(=O)C=2C=CC=1N(C2)N=C(C1C)C1=CC=2C(=NC=CC2)N1CC1CC1 ((7R)-7-Amino-2-azabicyclo[2.2.1]heptan-2-yl)(2-(1-(cyclopropylmethyl)-1H-pyrrolo[2,3-b]pyridin-2-yl)-3-methylpyrazolo[1,5-a]pyridin-6-yl)methanone